6-(4,4-difluoroazepan-1-yl)-2,3-dihydro-[1,4]dioxino[2,3-b]pyridine-7-carboxylic acid FC1(CCN(CCC1)C1=C(C=C2C(=N1)OCCO2)C(=O)O)F